1-[(1R,3R,4R,7S)-1-[[bis(4-methoxyphenyl)-phenylmethoxy]methyl]-7-hydroxy-5-methylsulfonyl-2-oxa-5-azabicyclo[2.2.1]heptan-3-yl]-5-methylpyrimidine-2,4-dione COC1=CC=C(C=C1)C(OC[C@]12O[C@H]([C@H](N(C1)S(=O)(=O)C)[C@@H]2O)N2C(NC(C(=C2)C)=O)=O)(C2=CC=CC=C2)C2=CC=C(C=C2)OC